COC1=CC=C(CN(C=2N=C(C(=NC2)CN(CCN(C(OC(C)(C)C)=O)C)C)C2CCN(CC2)C=2C=C(C=CC2)C)CC2=CC=C(C=C2)OC)C=C1 tert-butyl (2-(((5-(bis(4-methoxybenzyl)amino)-3-(1-(m-tolyl)piperidin-4-yl)pyrazin-2-yl)methyl)(methyl)amino)ethyl)(methyl)carbamate